(R)-2-fluoro-4-(1-(1-methyl-1H-indazol-5-yl)-3-((quinuclidin-3-ylmethyl)-amino)-1H-pyrazol-5-yl)benzonitrile FC1=C(C#N)C=CC(=C1)C1=CC(=NN1C=1C=C2C=NN(C2=CC1)C)NC[C@@H]1CN2CCC1CC2